CC1([C@H]2CN([C@@H]([C@@H]12)C(=O)N[C@H](C=O)C[C@H]1C(NCC1)=O)C(=O)C=1NC2=CC=C(C=C2C1)S(=O)(=O)C)C (1R,2S,5S)-6,6-Dimethyl-3-(5-(methylsulfonyl)-1H-indole-2-carbonyl)-N-((S)-1-oxo-3-((S)-2-oxopyrrolidin-3-yl)propan-2-yl)-3-azabicyclo[3.1.0]hexane-2-carboxamide